(S)-N-(2,6-dioxopiperidin-3-yl)-2,3-dihydro-1H-pyrrolo[2,3-b]pyridine-1-carboxamide O=C1NC(CC[C@@H]1NC(=O)N1CCC=2C1=NC=CC2)=O